5-phenyl-3-hydroxypyrrolyl-L-lactic acid C1(=CC=CC=C1)C1=CC(=C(N1)[C@](C(=O)O)(O)C)O